C(C1=CC=CC=C1)N1C2C(N(CC1)CC1=CC=CC=C1)CN(C2)S(=O)(=O)C 1,4-dibenzyl-6-(methylsulfonyl)octahydro-1H-pyrrolo[3,4-b]pyrazine